C(NC(CCCCCCCCCCCCCCCCC)=O)NC(CCCCCCCCCCCCCCCCC)=O N,N'-methylenebis(stearamide)